3-aminopimeloyl-CoA NC(CC(=O)SCCNC(CCNC([C@@H](C(COP(OP(OC[C@@H]1[C@H]([C@H]([C@@H](O1)N1C=NC=2C(N)=NC=NC12)O)OP(=O)(O)O)(=O)O)(=O)O)(C)C)O)=O)=O)CCCC(=O)O